FC1=CC=C(C=C1)C1=NOC(=C1COC=1N=C(C(=NC1)C1=NN=C2COCCN21)C)C 3-(5-((3-(4-fluorophenyl)-5-methylisoxazol-4-yl)methoxy)-3-methylpyrazin-2-yl)-5,6-dihydro-8H-[1,2,4]triazolo[3,4-c][1,4]oxazine